C(C)(C)(C)OC(=O)N([C@H](C(=O)O)CC=1C(=NC=C(C1)Cl)C=1C=NN(C1)C)C (S)-2-((tert-butoxycarbonyl)(methyl)amino)-3-(5-chloro-2-(1-methyl-1H-pyrazol-4-yl)pyridine-3-yl)propanoic acid